Chloromethyl-benzotriazol ClCC1=CC=CC=2NN=NC21